FC1=C2C(NC(=NC2=CC(=C1)OCC1CCOCC1)CS[C@@H]1CC[C@H](CC1)NC(C)=O)=O N-((trans)-4-(((5-Fluoro-4-oxo-7-((tetrahydro-2H-pyran-4-yl)methoxy)-3,4-dihydroquinazolin-2-yl)methyl)thio)cyclohexyl)acetamide